OC=1C=C2C=CC=NC2=C(C1)C=O 6-HYDROXYQUINOLINE-8-CARBOXALDEHYDE